ClC1=NC=CC=2N1C(=NN2)C2=C1C=CNC1=CC=C2 5-chloro-3-(1H-4-indolyl)-[1,2,4]triazolo[4,3-c]pyrimidine